2,3,5,6,7,8-hexahydropyrido[3,4-d]pyridazine-1,4-dione monohydrochloride Cl.C1(C2=C(C(NN1)=O)CNCC2)=O